dimethyl 4,4-dimethyl-5-oxo-1-(1-phenylethyl)-4,5-dihydro-1H-pyrrole-2,3-dicarboxylate CC1(C(=C(N(C1=O)C(C)C1=CC=CC=C1)C(=O)OC)C(=O)OC)C